S1C(=NC2=C1C=CC=C2)C(CC=2C=C(C(=N)N)C=CC2)NS(=O)(=O)C2=CC(=CC=C2)C(=O)N2CCN(CC2)CCOC 3-[2-(1,3-benzothiazol-2-yl)-2-[[3-[4-(2-methoxyethyl)piperazine-1-carbonyl]phenyl]sulfonylamino]ethyl]benzamidine